ClC=1C(=C(CNC(CN(C(CN2N=C(C3=CC(=CC=C23)OC=2C=NC=NC2)C(=O)N)=O)C(C)C)=O)C=CC1)F 1-(2-((2-((3-chloro-2-fluorobenzyl)amino)-2-oxoethyl)(isopropyl)amino)-2-oxoethyl)-5-(pyrimidin-5-yloxy)-1H-indazole-3-carboxamide